C[C@@H]1N(C[C@H](N(C1)[C@@H](C)C=1C=C2N=CC=NC2=CC1)C)C=1N(N=C2C1N(C(C(=C2)OC)=O)C)C2OCCCC2 ((2S,5R)-2,5-dimethyl-4-((S)-1-(quinoxalin-6-yl)ethyl)piperazin-1-yl)-6-methoxy-4-methyl-2-(tetrahydro-2H-pyran-2-yl)-2,4-dihydro-5H-pyrazolo[4,3-B]pyridin-5-one